P(=O)(OO)([O-])[O-] racemic-hydroxyl phosphate